N1=CN=C2N=CNC2=C1N[C@@H]1[C@H]([C@@H]([C@H]([C@@H](O1)CO)NC(CNC(CN)=O)=O)O)O N-((2R,3R,4R,5S,6S)-6-((7H-purin-6-yl)amino)-4,5-dihydroxy-2-(hydroxymethyl)tetrahydro-2H-pyran-3-yl)-2-(2-aminoacetamido)acetamide